3,5-di-tert-butyl-4-hydroxy-benzenepropionyl chloride C(C)(C)(C)C=1C=C(C=C(C1O)C(C)(C)C)CCC(=O)Cl